CS(=O)(=O)N1CC2=CC(=CC=C2CC1)OC1=CC=C(C=C1)C(F)(F)F 2-(methylsulfonyl)-7-(4-(trifluoromethyl)phenoxy)-1,2,3,4-tetrahydro-isoquinoline